Methyl 4-acetamido-1-((1r,3r)-3-fluorocyclobutyl)-6-oxo-1,6-dihydropyridine-3-carboxylate C(C)(=O)NC=1C(=CN(C(C1)=O)C1CC(C1)F)C(=O)OC